ClC=1C=C(NC=2C=NC=CC2CN(C(=O)N[C@@H]2COCC2(F)F)C)C=CC1 1-[[3-(3-chloroanilino)-4-pyridyl]methyl]-3-[(3R)-4,4-difluorotetrahydrofuran-3-yl]-1-methyl-urea